3-hydroxymethylpyrrolidin-2-one OCC1C(NCC1)=O